8-((2,5-difluorophenyl)sulfonyl)-3-morpholino-1-oxa-8-azaspiro[4.5]decane FC1=C(C=C(C=C1)F)S(=O)(=O)N1CCC2(CC(CO2)N2CCOCC2)CC1